CC1(CCN(CC1)C=1OC2=C(C=C(C=C2C(C1C)=O)C)[C@@H](C)NC1=C(C=CC=C1)C=1C=C(C2=C(C=NOB2O)C1)C)C 2-(4,4-dimethyl-1-piperidyl)-8-[(1R)-1-[2-(1-hydroxy-8-methyl-2,3,1-benzoxazaborinin-6-yl)anilino]ethyl]-3,6-dimethyl-chromen-4-one